2-(4'-diethylamino-2'-methylbenzylidene)-5,6-dimethoxy-1-indenone C(C)N(C1=CC(=C(C=C2C(C3=CC(=C(C=C3C2)OC)OC)=O)C=C1)C)CC